ETHYL 2-METHYL BUTYRATE CCC(C)C(=O)OCC